(E)-1-methoxy-8-(3-(trifluoromethyl)styryl)-1,2-dihydrothiazolo[3,2-a]quinoline COC1CSC2N1C1=CC(=CC=C1C=C2)\C=C\C2=CC(=CC=C2)C(F)(F)F